ClC=1C=CC(=C(C1)CC(=O)NC1=CCN(C=C1)CC1(CCC1)O)O 4-[[2-(5-Chloro-2-hydroxyphenyl)acetyl]amino]-N-[(1-hydroxycyclobutyl)methyl]pyridin